ClC1=CC=C(C(=N1)C(=O)O)N[C@H](C)C=1C=C(C=C2C(N(C(=NC12)N1CC([C@@H](CC1)O)(F)F)C)=O)F 6-chloro-3-(((R)-1-(2-((R)-3,3-difluoro-4-hydroxypiperidin-1-yl)-6-fluoro-3-methyl-4-oxo-3,4-dihydroquinazolin-8-yl)ethyl)amino)picolinic acid